1-octylnonyl 8-[2-[[3-[2-[[8-(1-octylnonoxy)-8-oxo-octyl]-(6-oxo-6-undecoxy-hexyl)amino]ethylamino]-3-oxo-propanoyl]amino]ethyl-(6-oxo-6-undecoxy-hexyl)amino]octanoate C(CCCCCCC)C(CCCCCCCC)OC(CCCCCCCN(CCNC(CC(=O)NCCN(CCCCCCCC(=O)OC(CCCCCCCC)CCCCCCCC)CCCCCC(OCCCCCCCCCCC)=O)=O)CCCCCC(OCCCCCCCCCCC)=O)=O